C(C)OC(CC1=C(C=CC(=C1)Cl)Br)=O (2-bromo-5-chlorophenyl)acetic acid ethyl ester